C(C=1C(C(=O)O)=CC=CC1)(=O)O.C(C)C(C(=O)OCC)O ethyl (ethyl glycolate) phthalate